FC=1C=CC=C2CCN(C(C12)C)C(=O)C=1N=C2N(N1)[C@@H](C[C@@H]2F)C2=CC=CC=C2 |r| (8-Fluoro-1-methyl-3,4-dihydro-1H-isochinolin-2-yl)-[rac-(5S,7S)-7-fluoro-5-phenyl-6,7-dihydro-5H-pyrrolo[1,2-b][1,2,4]triazol-2-yl]methanon